3-[(2-hydroxyethyl)(butane-2-yl)amino]propan-1-ol OCCN(CCCO)C(C)CC